C(C(C)S(=O)(=O)[O-])S(=O)(=O)OC(C)C(=O)OCC 1-ethoxycarbonylethyl 1,2-propanedisulfonate